C(C1=CC=CC=C1)OC([C@@H](NC(=O)OC(C)(C)C)CCC(=O)O)=O Boc-L-glutamic acid-1-benzyl ester